C[C@@H]1O[C@@H](CN(C1)C(=O)C1=NOC(=N1)C1=C(C(=C(C(=C1)F)F)O)F)C ((2S,6R)-2,6-dimethylmorpholino)(5-(2,4,5-trifluoro-3-hydroxyphenyl)-1,2,4-oxadiazol-3-yl)methanone